CC1=C(C=2N(C=C1C1=C(C=3N=CSC3N1)C(C)C)N=CN2)C 5-(7,8-dimethyl-[1,2,4]triazolo[1,5-a]pyridin-6-yl)-6-isopropyl-4H-pyrrolo[3,2-d]thiazole